C1(CC1)N(C(=O)C1=NNC=C1)CC1=CC=CC=C1 N-cyclopropyl-N-benzyl-pyrazole-carboxamide